OCCN(CCN(C)C)C (2-hydroxyethyl)-N,N'-trimethylethylenediamine